C(C)(C)(C)OC(=O)N1CC(C1)N1CCN(CC1)C(=O)OCC1=CC=CC=C1 Benzyl 4-[1-(tert-butoxycarbonyl)azetidin-3-yl]piperazine-1-carboxylate